C1(=CC=C(C=C1)C=1OCC(N1)(C)C)C=1OCC(N1)(C)C 2,2'-p-Phenylenebis(4,4'-dimethyl-2-oxazoline)